(3x-s,5x-s)-1-(4-{7-cyclopropyl-5-[(1R)-1-methyl-1,2,3,4-tetrahydroisoquinoline-2-carbonyl]pyrazolo[1,5-a]pyrimidin-2-yl}-3-fluorophenyl)-5-methylpyrrolidine-3-carboxamide C1(CC1)C1=CC(=NC=2N1N=C(C2)C2=C(C=C(C=C2)N2CC(CC2C)C(=O)N)F)C(=O)N2[C@@H](C1=CC=CC=C1CC2)C